NC1=CC=C(C=C1)C(CO)C 2-(4-aminophenyl)propanol